Perfluoro-1,3-dioxole FC1(OC(=C(O1)F)F)F